C1(CC1)C#CC1=NN(C=2C1=NC=C(N2)N2CC(C2)[C@@H]2CN(CCC2)CCO)[C@H](C)C=2C=NC(=CC2Cl)Cl 2-[(3R)-3-{1-[3-(cyclopropylethynyl)-1-[(1R)-1-(4,6-dichloropyridin-3-yl)ethyl]pyrazolo[4,3-b]pyrazin-6-yl]azetidin-3-yl}hexahydropyridin-1-yl]ethan-1-ol